(tert-butyldimethylsilyloxy)decan-4-ol [Si](C)(C)(C(C)(C)C)OCCCC(CCCCCC)O